ClC1=NN2C(N=CC(=C2[C@H](C)OC)NC2=CC=C(C=C2)[C@@H](C(F)(F)F)N(C(=O)C2CN(CC2)C(=O)C2CC2)C)=N1 N-[(1S)-1-[4-({2-chloro-7-[(1S)-1-methoxyethyl]-[1,2,4]triazolo[1,5-a]pyrimidin-6-yl}amino)phenyl]-2,2,2-trifluoroethyl]-1-cyclopropanecarbonyl-N-methylpyrrolidine-3-carboxamide